FC(C=1C=CC=2N(C3=CC=C(C=C3C2C1)C(F)(F)F)C1=CC=C(C=C1)C=1C=C(C(=C(C1)C#N)C1=CC(=CC(=C1)N1C2=CC=C(C=C2C=2C=C(C=CC12)C1=CC=CC=C1)C1=CC=CC=C1)N1C2=CC=C(C=C2C=2C=C(C=CC12)C1=CC=CC=C1)C1=CC=CC=C1)C#N)(F)F 4''-(3,6-bis(trifluoromethyl)-9H-carbazol-9-yl)-3,5-bis(3,6-diphenyl-9H-carbazol-9-yl)-[1,1':4',1''-terphenyl]-2',6'-dicarbonitrile